Cl.NCC=1C(NC(N(C1)C1=CC=C(C=C1)C(F)(F)F)=O)=O 5-(aminomethyl)-1-[4-(trifluoromethyl)phenyl]pyrimidine-2,4-dione hydrochloride